C(C)(C)(C)N(C(O)=O)[C@@H]1C[C@@H](CC1)OC1=C(C(=NC(=C1)C1CC1)OC)C1=CC(=NN1)NC=1C=NC(=CC1)C#N.BrC1=CC=C(OCC(C)=O)C=C1 1-(4-bromophenoxy)propan-2-one tert-Butyl-((1S,3R)-3-((3-(3-((6-cyanopyridin-3-yl)amino)-1H-pyrazol-5-yl)-6-cyclopropyl-2-methoxypyridin-4-yl)oxy)cyclopentyl)carbamate